C(N)(=O)C=1C=C(C=CC1F)NC(C1=C(C(=CC=C1OC1=C(C=C(C=C1)OC(F)(F)F)F)C(F)(F)F)F)=O N-(3-carbamoyl-4-fluoro-phenyl)-2-fluoro-6-[2-fluoro-4-(trifluoromethoxy)phenoxy]-3-(trifluoromethyl)benzamide